NC(C(=O)N)C=1C=NC(=CC1)C1=C(C=C(C=C1)C#N)OC=1N(N=C(C1)C1=CC=CC=C1)C 2-amino-2-[6-[4-cyano-2-(2-methyl-5-phenylpyrazol-3-yl)oxyphenyl]pyridin-3-yl]acetamide